ClC1=CC=C(C(=N1)C1=NN(C=N1)C)NC(C)C=1C=2C3=C(N(C(C2C=C(C1)C)=O)C)N(N=C3)C3CCN(CC3)CCC#N 3-[4-[9-[1-[[6-chloro-2-(1-methyl-1,2,4-triazol-3-yl)-3-pyridyl]amino]ethyl]-4,7-dimethyl-5-oxo-pyrazolo[3,4-c]isoquinolin-3-yl]-1-piperidyl]propanenitrile